ClC1=NC(=CC(=C1)C=1C(=NN2C1N=C(C=C2)C(=O)NC2(CNCC2)C)C2=CC(=CC=C2)C#N)C 3-(2-chloro-6-methyl-4-pyridinyl)-2-(3-cyanophenyl)-N-(3-methylpyrrolidin-3-yl)pyrazolo[1,5-a]pyrimidine-5-carboxamide